C(C)(C)(C)C(C(C)(C)C)=C(C(=O)OCC(C)C)C(=O)OCC(C)C diisobutyl (di-t-butylmethylene)malonate